BrC=1C=CC(=NC1)N1CC2N(C(C1)C2)CC=2C=NC(=CC2)N2N=CC(=C2)F 3-(5-Bromopyridin-2-yl)-6-((6-(4-fluoro-1H-pyrazol-1-yl)pyridin-3-yl)methyl)-3,6-diazabicyclo[3.1.1]Heptane